trans-4-fluoro-1-(5-fluoro-4-(2-morpholinopyrimidin-5-yl)-2-nitrophenyl)-N,N-dimethylpyrrolidin-3-amine F[C@H]1[C@@H](CN(C1)C1=C(C=C(C(=C1)F)C=1C=NC(=NC1)N1CCOCC1)[N+](=O)[O-])N(C)C